tert-butyl 3-[7-bromo-6-chloro-2-[[(2S)-1,2-dimethylpyrrolidin-2-yl]methoxy]-8-fluoro-quinazolin-4-yl]-3,8-diazabicyclo[3.2.1]octane-8-carboxylate BrC1=C(C=C2C(=NC(=NC2=C1F)OC[C@]1(N(CCC1)C)C)N1CC2CCC(C1)N2C(=O)OC(C)(C)C)Cl